FC(S(=O)(=O)OC1=C(CCCC=2C=3C=NN(C3C=CC21)C2OCCCC2)CC(F)(F)F)(F)F [3-tetrahydropyran-2-yl-7-(2,2,2-trifluoroethyl)-9,10-dihydro-8H-cyclohepta[e]indazol-6-yl] trifluoromethanesulfonate